7-Hydroxy-3-[4-(3-methoxy-phenyl)-thiazol-2-yl]-chromen-2-one OC1=CC=C2C=C(C(OC2=C1)=O)C=1SC=C(N1)C1=CC(=CC=C1)OC